(S)-2-((5-(((benzyloxy)carbonyl)amino)-6-methoxy-6-oxohexyl)amino)-5-nitronicotinic acid methyl ester COC(C1=C(N=CC(=C1)[N+](=O)[O-])NCCCC[C@@H](C(=O)OC)NC(=O)OCC1=CC=CC=C1)=O